(2-[(3-METHOXYPHENYL)METHOXY]PHENYL)BORANEDIOL COC=1C=C(C=CC1)COC1=C(C=CC=C1)B(O)O